N[C@@H](C(=O)O)CNC(C1=CC(=CC(=C1)F)C=1C(=NSC1)CC)=O (R)-2-amino-3-(3-(3-ethylisothiazol-4-yl)-5-fluorobenzamido)propanoic acid